6-amino-2-[4-[(5-[[(t-butyldimethylsilyl)oxy](cyclopentyl)methyl]-6-chloropyridazin-3-yl)oxy]-3,5-dichloro-phenyl]-4H-1,2,4-triazine-3,5-dione NC=1C(NC(N(N1)C1=CC(=C(C(=C1)Cl)OC=1N=NC(=C(C1)C(C1CCCC1)O[Si](C)(C)C(C)(C)C)Cl)Cl)=O)=O